CS(=O)(=O)C1=CC=C(C=N1)B1OC(C)(C)C(C)(C)O1 6-(methylsulfonyl)pyridine-3-boronic acid pinacol ester